4-[(5RS)-5-(2,4-dimethylbenzyl)-1,4,5,6-tetrahydro-1,2,4-triazin-3-yl]-3-[3-(trifluoromethyl)phenoxy]quinoline CC1=C(C[C@H]2NC(=NNC2)C2=C(C=NC3=CC=CC=C23)OC2=CC(=CC=C2)C(F)(F)F)C=CC(=C1)C |r|